(S)-N-(6-methoxy-2-methylpyrazolo[1,5-a]pyridin-5-yl)-4-(3-methylpiperazin-1-yl)-2,3-dihydro-1H-pyrrolo[2,3-b]pyridine-1-carboxamide 2,2,2-trifluoroacetate FC(C(=O)O)(F)F.COC=1C(=CC=2N(C1)N=C(C2)C)NC(=O)N2CCC=1C2=NC=CC1N1C[C@@H](NCC1)C